C(CCCCCCCCCCCCCCCC)(=O)O.CCCCCCCCCCCCCCCCCCCCCCCCCCC heptacosane margarate